5-((2-ethynyl-5-isopropylpyridin-4-yl)oxy)-N2-methylpyrimidine-2,4-diamine C(#C)C1=NC=C(C(=C1)OC=1C(=NC(=NC1)NC)N)C(C)C